C(C)(C)(C)OC(=O)NC1CC1 1-((tert-butoxycarbonyl)amino)cyclopropane